C(C)(C)C1=NN=C2N1N=C(C=C2NC2=NC=C(C=C2)OC)NC(CC)CC 3-isopropyl-N8-(5-methoxypyridin-2-yl)-N6-(pentan-3-yl)-[1,2,4]triazolo[4,3-b]pyridazine-6,8-diamine